(3-bromo-2-methylphenyl)-7-iodo-1H-benzo[d]imidazole-5-carboxylic acid BrC=1C(=C(C=CC1)N1C=NC2=C1C(=CC(=C2)C(=O)O)I)C